C1=CC=CC=2C3=CC=CC=C3N(C12)CCC1=NN=C(O1)SCC(=O)NC1=CC=C(C=C1)OC1=CC=CC=C1 2-((5-(2-(9H-carbazol-9-yl)ethyl)-1,3,4-oxadiazol-2-yl)thio)-N-(4-phenoxyphenyl)acetamide